[Ta].[Nb].[W].[Ni] nickel tungsten niobium tantalum